2-Amino-1-(3,4-dihydroxyphenyl)-ethanone NCC(=O)C1=CC(=C(C=C1)O)O